C(C)(C)(C)NC(C(C)OC1=C(C=C(C=C1)Cl)C=O)=O N-TERT-BUTYL-2-(4-CHLORO-2-FORMYLPHENOXY)PROPANAMIDE